Cl.FCCC(=O)N1CC(C1)=CC1=CC=C(C=C1)C1=C(CCCC2=C1C=CC(=C2)C(=O)O)C2=CC(=CC=C2)C(F)(F)F 9-(4-((1-(3-fluoropropoyl)azetidin-3-ylidene)methyl)phenyl)-8-(3-(trifluoromethyl)phenyl)-6,7-dihydro-5H-benzo[7]annulene-3-carboxylic acid hydrochloride